CC1=CNC2=NC=C(C=C21)C2=CCCCN2 6-(3-methyl-1H-pyrrolo[2,3-b]pyridin-5-yl)-3,4-dihydro-1H-pyridine